O[C@@H]1[C@H](O[C@H]([C@@H]1O)N1C2=NC(=NC(=C2N=C1)NCC1=NC(=CC=C1)C(F)(F)F)C=1C=NC=C(C1)OC)C(=O)NC (2S,3S,4R,5R)-3,4-dihydroxyl-5-(2-(5-methoxypyridin-3-yl)-6-(((6-(trifluoromethyl)pyridin-2-yl)methyl)amino)-9H-purin-9-yl)-N-methyltetrahydrofuran-2-carboxamide